C1(CC1)C1=C(C(=C2CCCC2=C1)NC(=O)N=[S@](=O)(N)C1=CN=C(S1)C(C)(C)O)C |o1:16| (R) or (S)-N'-((6-cyclopropyl-5-methyl-2,3-dihydro-1H-inden-4-yl)carbamoyl)-2-(2-hydroxypropan-2-yl)thiazole-5-sulfonimidamide